N-((7-(5-(difluoromethyl)-1,3,4-oxadiazol-2-yl)imidazo[1,2-a]pyridin-2-yl)methyl)-6-methyl-N-phenyl-2,6-diazaspiro[3.3]heptan-2-sulfonamide FC(C1=NN=C(O1)C1=CC=2N(C=C1)C=C(N2)CN(S(=O)(=O)N2CC1(C2)CN(C1)C)C1=CC=CC=C1)F